ClC=1C=C(C=2N(N1)C(=NN2)C2=NOC(=C2)C2CC2)OC 3-(6-chloro-8-methoxy-[1,2,4]triazolo[4,3-b]pyridazine-3-yl)-5-cyclopropylisoxazole